[5-(benzyloxy)-1-methyl-1H-pyrazol-4-yl](2,4-dichloro-phenyl)methanone C(C1=CC=CC=C1)OC1=C(C=NN1C)C(=O)C1=C(C=C(C=C1)Cl)Cl